OC1=C(C=CC(=C1)C(F)(F)F)C1=NN=C(C2=CC=CC=C12)NC1CCCCC1 (1S,2R,4S)-4-((4-(2-hydroxy-4-(trifluoromethyl)phenyl)phthalazin-1-yl)amino)cyclohexane